L-2-(2-nitro-4-trifluoromethylbenzoyl)-1,3-cyclohexanedione [N+](=O)([O-])C1=C(C(=O)C2C(CCCC2=O)=O)C=CC(=C1)C(F)(F)F